(R)-2-amino-4-(3-((2,6-dimethylidenetetrahydro-1H-pyrrolizin-7a(5H)-yl)methoxy)-5-fluoro-7,9-dihydrofuro[3,4-f]quinazolin-6-yl)-7-fluorobenzo[b]thiophene-3-carbonitrile NC1=C(C2=C(S1)C(=CC=C2C=2C1=C(C=3C=NC(=NC3C2F)OCC23CC(CN3CC(C2)=C)=C)COC1)F)C#N